C(=CC=CC=C)O hexatrienol